5-amino-3-(fluoromethyl)-3-(methoxymethyl)isobenzofuran-1(3H)-one NC=1C=C2C(OC(C2=CC1)=O)(COC)CF